F[B-](F)(F)F.C1(=CC=CC=C1)[N+]#N phenyldiazonium tetrafluoroborate